6-ethylspiro[2.5]octan C(C)C1CCC2(CC2)CC1